NC1=C2N=CN(C2=NC(=N1)F)[C@H]1C[C@@H]([C@](O1)(CO)CC(F)F)O (2R,3S,5R)-5-(6-amino-2-fluoro-9H-purin-9-yl)-2-(2,2-difluoroethyl)-2-(hydroxymethyl)tetrahydrofuran-3-ol